C(C)(C)(C)C1=NC(NN1)=N 5-(tert-butyl)-1,2-dihydro-3H-1,2,4-triazole-3-imine